8-(2-{[(2R,7aS)-2-fluoro-hexahydro-pyrrolizin-7a-yl]methoxy}-4-[(3S)-3-(hydroxymethyl)-1,4-oxazepan-4-yl]-8-methyl-5-oxopyrano[4,3-d]pyrimidin-7-yl)-6-hydroxynaphthalene-1-carbonitrile F[C@@H]1C[C@@]2(CCCN2C1)COC=1N=C(C2=C(N1)C(=C(OC2=O)C=2C=C(C=C1C=CC=C(C21)C#N)O)C)N2[C@H](COCCC2)CO